C(CCC)C(C(=O)O)=C.C(C=C)(=O)O acrylate (n-butyl acrylate)